trans-(1R,2R)-2-aminocyclohexane-1-carbonitrile N[C@H]1[C@@H](CCCC1)C#N